FC=1C=C2N=C(C(=NC2=CC1F)SC1=NN=NN1C1CC1)SC1=NN=NN1C1CC1 6,7-Difluoro-2,3-bis((1-cyclopropyltetrazol-5-yl)thio)quinoxaline